C1=CN=C2N=CNC2=C1N deaza-adenine